C1(=CC=CC=C1)C1[C@H](NCC1)C(=O)O 3-phenyl-proline